1-[4-(4-chlorophenoxy)-2-trifluoromethylphenyl]-2-[1,2,4]triazol-1-yl-ethanone tert-butyl-2-((3-(4-propylphenethyl)-1,2,4-oxadiazol-5-yl)methyl)acrylate C(C)(C)(C)OC(C(=C)CC1=NC(=NO1)CCC1=CC=C(C=C1)CCC)=O.ClC1=CC=C(OC2=CC(=C(C=C2)C(CN2N=CN=C2)=O)C(F)(F)F)C=C1